iodoamine IN